2-formyl-3-benzyloxypyridin-4-one C(=O)C1=NC=CC(C1OCC1=CC=CC=C1)=O